ClC1=C2C(=NC(=C1)C)N(C(=C2)C(=O)O)S(=O)(=O)C2=CC=C(C=C2)C 4-chloro-6-methyl-1-(p-tolylsulfonyl)pyrrolo[2,3-b]pyridine-2-carboxylic acid